C1(CC1)C1=CC(=NN1)NC(CC=1C=NN(C1)C1=CC(=CC=C1)COC)=O N-(5-cyclopropyl-1H-pyrazol-3-yl)-2-{1-[3-(methoxymethyl)phenyl]pyrazol-4-yl}acetamide